C(#N)C1=CC(=C(COC2=CC=CC(=N2)C2=CC(=C(CC3=NC4=C(N3)C=C(C=C4)C(=O)OC)C=C2)F)C=C1)F Methyl 2-(4-(6-((4-cyano-2-fluorobenzyl) oxy) pyridin-2-yl)-2-fluorobenzyl)-1H-benzo[d]imidazole-6-carboxylate